6-[(R)-3-(2,3-dichloro-6-fluorophenyl)-3-pyrrolidinylamino]-8-fluoro-3-methyl-3,4-dihydro-4-quinazolinone ClC1=C(C(=CC=C1Cl)F)[C@]1(CNCC1)NC=1C=C2C(N(C=NC2=C(C1)F)C)=O